C(C)(C)(C)OC(N(C(=O)OC(C)(C)C)C1=NC=C(N=C1C1=CC(=NO1)C1=CC=C(C=C1)C#N)Br)=O tert-butyl(5-bromo-3-(3-(4-cyanophenyl)isoxazol-5-yl)pyrazin-2-yl)(tert-butoxycarbonyl)carbamate